(3R,4S,5R,6R)-3,4,5-tribenzyloxy-6-(benzyloxymethyl)-2-(2-trimethylsilylethynyl)tetrahydropyran-2-ol C(C1=CC=CC=C1)O[C@H]1C(O[C@@H]([C@H]([C@@H]1OCC1=CC=CC=C1)OCC1=CC=CC=C1)COCC1=CC=CC=C1)(O)C#C[Si](C)(C)C